3-hydroxy-N-(4-hydroxy-3-(methylsulfonylamino)phenyl)-4'-(trifluoromethyl)-[1,1'-biphenyl]-4-carboxamide OC=1C=C(C=CC1C(=O)NC1=CC(=C(C=C1)O)NS(=O)(=O)C)C1=CC=C(C=C1)C(F)(F)F